n-Butylricinoleat C(CCC)OC(CCCCCCC\C=C/C[C@H](O)CCCCCC)=O